2-(azetidin-3-yl)-5-chloropyridine di(4-methylbenzenesulfonate) CC1=CC=C(C=C1)S(=O)(=O)O.CC1=CC=C(C=C1)S(=O)(=O)O.N1CC(C1)C1=NC=C(C=C1)Cl